N-(6-(4-cyclopentyl-4H-1,2,4-triazol-3-yl)pyridin-2-yl)-7-(2-fluorobenzyl)-1-methyl-6-oxo-3-(trifluoromethyl)-6,7-dihydro-1H-pyrazolo[3,4-b]pyridine-5-carboxamide C1(CCCC1)N1C(=NN=C1)C1=CC=CC(=N1)NC(=O)C1=CC2=C(N(C1=O)CC1=C(C=CC=C1)F)N(N=C2C(F)(F)F)C